NC=1N=C(SC1C(C1=CC=C(C=C1)OCC(=O)NCCOC)=O)N(C1=CC=C(C=C1)F)C(C(=O)N)C (N-[4-Amino-5-[4-[2-(2-methoxyethylamino)-2-oxoethoxy]benzoyl]thiazol-2-yl]-4-fluoroanilino)propanamid